C1(CCCCC1)NC1=C(C=C(C=C1)S(=O)(=O)NC)C=1N=NN(N1)C1CN(C1)C=1C=NC=CC1 4-(cyclohexylamino)-N-methyl-3-(2-(1-(pyridin-3-yl)azetidin-3-yl)-2H-tetrazol-5-yl)benzenesulfonamide